NCC1=CC=C(C=C1)NC(C1=CC=C(C=C1)N/C(=N\C(=O)OC(C)(C)C)/NC(=O)OC(C)(C)C)=O (E)-N-(4-(aminomethyl)phenyl)-4-(2,3-di(t-butoxycarbonyl)guanidino)benzamide